C(C=CC1=CC=CC=C1)OC(=O)[C@@H]1CC=CC[C@@H]1C(=O)O (1S,6R)-6-((cinnamyl-oxy)carbonyl)cyclohex-3-enecarboxylic acid